COC1=CC=C(CN2CCN=C(C2)C2=C(C=CC=C2)C)C=C1 1-(4-methoxybenzyl)-5-(o-tolyl)-1,2,3,6-tetrahydropyrazine